C1(=CC(=CC=C1)C=1C(=O)NC(C1)=O)C=1C(=O)NC(C1)=O (1,3-phenylene)bis(maleimide)